((2-(trimethylsilyl)ethoxy)carbonyl)-L-tryptophan C[Si](CCOC(=O)N[C@@H](CC1=CNC2=CC=CC=C12)C(=O)O)(C)C